4-(4-Acrylpiperazin-1-yl)-7-(2-amino-7-fluorobenzo[d]thiazol-4-yl)-6-chloro-8-fluoro-1-(((S)-1-methyl-pyrrolidin-2-yl)methyl)-2-oxo-1,2-dihydro-quinoline-3-carbonitrile C(=O)(C=C)N1CCN(CC1)C1=C(C(N(C2=C(C(=C(C=C12)Cl)C1=CC=C(C2=C1N=C(S2)N)F)F)C[C@H]2N(CCC2)C)=O)C#N